3-hydroxyundec-10-enoate OC(CC(=O)[O-])CCCCCCC=C